8-Fluoro-2,2-dimethyl-2,3,4,5-tetrahydrobenzo[f][1,4]oxazepine hydrochloride Cl.FC1=CC2=C(CNCC(O2)(C)C)C=C1